1-(7-(3-(4-(trifluoromethyl)phenyl)-1H-pyrazolo[3,4-b]pyridin-1-yl)-2-azaspiro[4.4]nonan-2-yl)prop-2-en-1-one FC(C1=CC=C(C=C1)C1=NN(C2=NC=CC=C21)C2CC1(CCN(C1)C(C=C)=O)CC2)(F)F